FC1=C(C=CC(=C1)C1=NN(C=N1)C1=CC=C(C=C1)OC(F)(F)F)NC(=O)\N=C\1/SCC(N1C1=CC2=CC=CC=C2C=C1)=O (Z)-1-(2-fluoro-4-(1-(4-(trifluoromethoxy)phenyl)-1H-1,2,4-triazol-3-yl)phenyl)-3-(3-(naphthalen-2-yl)-4-oxothiazolidine-2-ylidene)urea